1-docosanoyl-2-(11Z-docosenoyl)-glycero-3-phosphoserine CCCCCCCCCCCCCCCCCCCCCC(=O)OC[C@H](COP(=O)(O)OC[C@@H](C(=O)O)N)OC(=O)CCCCCCCCC/C=C\CCCCCCCCCC